CN1C(=NC=C1C(F)(F)F)C1=C(C#N)C=CC=C1 (1-methyl-5-(trifluoromethyl)-1H-imidazol-2-yl)benzonitrile